CNC(CCNC(C1=CC=CC=C1)=O)=O N-(3-(methylamino)-3-oxopropyl)benzamide